C(C1=CC=CC=C1)N1SC2=C(C1=O)C=CC=C2 2-benzylbenzo[d]isothiazol-3(2H)-one